1-{[2-(trimethylsilyl)ethoxy]methyl}-1H-indazole C[Si](CCOCN1N=CC2=CC=CC=C12)(C)C